N-[3-(Methylcarbamoyl)phenyl]-4-(7,9,11-triazatricyclo[6.4.0.02,6]dodeca-1(8),2(6),9,11-tetraen-12-yl)-3,6-dihydropyridine CNC(=O)C=1C=C(C=CC1)N1CCC(=CC1)C1=NC=NC=2NC=3CCCC3C12